7-(thien-3-yl)-3,7-dihydro-4H-pyrrolo[2,3-d]pyrimidin-4-one S1C=C(C=C1)N1C=CC2=C1N=CNC2=O